(3R)-3-(4-Chlorophenyl)-2-[(5-chloropyridin-2-yl)methyl]-4-fluoro-6-[1-hydroxy-1-(1-methyl-1H-pyrazol-4-yl)ethyl]-3-[cis-3-hydroxycyclobutoxy]-2,3-dihydro-1H-isoindol-1-on ClC1=CC=C(C=C1)[C@@]1(N(C(C2=CC(=CC(=C12)F)C(C)(C=1C=NN(C1)C)O)=O)CC1=NC=C(C=C1)Cl)O[C@@H]1C[C@@H](C1)O